(S)-6-chloro-N-(3-(1-((2-ethyl-2H-pyrazolo[3,4-b]pyrazin-6-yl)amino)ethyl)phenyl)-5-methylnicotinamide ClC1=NC=C(C(=O)NC2=CC(=CC=C2)[C@H](C)NC=2C=NC=3C(N2)=NN(C3)CC)C=C1C